BrC(C(=O)Cl)C α-bromopropionyl chloride